CS(=O)(=O)[O-].C(CCCCCCCCCCC)C(COC(C[NH3+])=O)CCCCCCCCCCCCCC 2-((2-dodecylhexadecyl)oxy)-2-oxoethane-1-aminium methanesulphonate